N-(2-(4-Acetyl-3-amino-2,6-dimethoxyphenoxy)ethyl)acrylamid C(C)(=O)C1=C(C(=C(OCCNC(C=C)=O)C(=C1)OC)OC)N